ethyl 5-((2-chloro-5-nitropyrimidin-4-yl)(methyl)amino)-2-(trifluoromethyl)thiazole-4-carboxylate ClC1=NC=C(C(=N1)N(C1=C(N=C(S1)C(F)(F)F)C(=O)OCC)C)[N+](=O)[O-]